[NH4+].[O-2].[Fe+] iron oxide, ammonium salt